(3S)-N-[4-methyl-3-[2-(morpholin-4-yl)-6-[2-oxo-3-azabicyclo[3.1.0]hexan-3-yl]pyridin-4-yl]phenyl]-3-(2,2,2-trifluoroethyl)pyrrolidine-1-carboxamide CC1=C(C=C(C=C1)NC(=O)N1C[C@@H](CC1)CC(F)(F)F)C1=CC(=NC(=C1)N1C(C2CC2C1)=O)N1CCOCC1